4-(4-(5-(((1R,4R,5R,6S)-6-fluoro-1,2,4-trimethyl-2-azabicyclo[2.2.2]octan-5-yl)(methyl)amino)-1,3,4-thiadiazol-2-yl)-3-hydroxyphenyl)-1-methyl-1,3,5-triazin-2(1H)-one F[C@H]1[C@@H]([C@]2(CN([C@@]1(CC2)C)C)C)N(C2=NN=C(S2)C2=C(C=C(C=C2)C2=NC(N(C=N2)C)=O)O)C